methylspiro[cyclohexane-1,3'-indoline]-4-carboxamide CN1CC2(C3=CC=CC=C13)CCC(CC2)C(=O)N